4-(3-benzyloxy-cyclobutyl)-piperidine-1-carboxylic acid tert-butyl ester C(C)(C)(C)OC(=O)N1CCC(CC1)C1CC(C1)OCC1=CC=CC=C1